2-fluoro-4-(1-methyltriazol-4-yl)-N-[(3R)-3-piperidyl]-N-[2-(3-thienyl)thieno[3,2-c]pyridin-4-yl]benzamide FC1=C(C(=O)N(C2=NC=CC3=C2C=C(S3)C3=CSC=C3)[C@H]3CNCCC3)C=CC(=C1)C=1N=NN(C1)C